C(C1=CC=CC=C1)N1[C@H](C(NCC(C1)O)=O)CC(C)C (3S)-4-benzyl-6-hydroxy-3-isobutyl-1,4-diazepan-2-one